C(C1=CC=CC=C1)N1N=C(C=C1C(=O)N[C@H](C(=O)NC)CC1=CC(=CC=C1)Br)C1=CC=C(C=C1)[N+](=O)[O-] (S)-1-benzyl-N-(3-(3-bromophenyl)-1-(methylamino)-1-oxopropan-2-yl)-3-(4-nitrophenyl)-1H-pyrazole-5-carboxamide